5-phenyl-1-phenyl-3-pentafluoroethyl-1,2,4-triazole C1(=CC=CC=C1)C1=NC(=NN1C1=CC=CC=C1)C(C(F)(F)F)(F)F